6-chloro-2-iodo-4-methyl-pyridin-3-amine ClC1=CC(=C(C(=N1)I)N)C